2-(2-methoxyethyl)benzoic acid COCCC1=C(C(=O)O)C=CC=C1